N-(2-chloro-6-cyanophenyl)-acetamide ClC1=C(C(=CC=C1)C#N)NC(C)=O